N1=CC(=CC=C1)CN1N=C(C=CC1=O)C=1C=NC(=NC1)OCC(F)(F)F 2-(pyridin-3-ylmethyl)-6-(2-(2,2,2-trifluoroethoxy)pyrimidin-5-yl)pyridazin-3(2H)-one